3-(4-(3,9-Diazaspiro[5.5]undecan-3-yl)phenyl)piperidine-2,6-dione C1CN(CCC12CCNCC2)C2=CC=C(C=C2)C2C(NC(CC2)=O)=O